ClC1=C(C=CC(=C1)F)C1=C(C=C(C(=C1)Cl)C(=O)NC=1C=NC=2N(C1)N=C(C2)Cl)F 2',5-dichloro-N-(2-chloropyrazolo[1,5-a]pyrimidin-6-yl)-2,4'-difluoro-[1,1'-biphenyl]-4-Formamide